CC1=NNC2=C1C=NC(=C2)NC(C)=O N-(3-methyl-1H-pyrazolo[4,3-C]pyridin-6-yl)acetamide